4-formylthieno[2,3-b]pyridine-6-carboxylic acid C(=O)C1=C2C(=NC(=C1)C(=O)O)SC=C2